(butanediol) succinate C(CCC(=O)O)(=O)O.C(CCC)(O)O